C(C)OC(CCC1=NN(C(=C1Br)C=1C=NC(=CC1)F)C1=C(C=CC=C1)F)=O Ethyl-3-[4-bromo-1-(2-fluorophenyl)-5-(6-fluoropyridin-3-yl)-1H-pyrazol-3-yl]propanoat